C1=NNC=2C1=C1C3=C(C(=NC1=CC2)C2=CC1=C(N=C(S1)N)C=C2)CCC3 6-(3,8,9,10-tetrahydrocyclopenta[c]pyrazolo[4,3-f]quinolin-7-yl)benzo[d]thiazol-2-amine